3,3-difluoro-2H-pyran-2,6(3H)-dione FC1(C(OC(C=C1)=O)=O)F